NC=1C=CC(=C(C1)S(=O)(=O)NC1C(NC(CC1)=O)=O)C 5-amino-N-(2,6-dioxopiperidin-3-yl)-2-methylbenzenesulfonamide